2-((2-((4-(N-(14-amino-3,6,9,12-tetraoxatetradecyl)sulfamoyl)-2-methylphenyl)amino)-5-bromopyrimidin-4-yl)amino)-6-fluorobenzamide NCCOCCOCCOCCOCCNS(=O)(=O)C1=CC(=C(C=C1)NC1=NC=C(C(=N1)NC1=C(C(=O)N)C(=CC=C1)F)Br)C